(R)-4-(1-(2-Chloro-4-((3-methoxypyrrolidin-1-yl)methyl)phenyl)-1H-imidazol-4-yl)-N-(1-(methylsulfonyl)-piperidin-4-yl)-5-(trifluoromethyl)-pyrimidin-2-amine ClC1=C(C=CC(=C1)CN1C[C@@H](CC1)OC)N1C=NC(=C1)C1=NC(=NC=C1C(F)(F)F)NC1CCN(CC1)S(=O)(=O)C